BrC1=NN=C(N1)OC 3-bromo-5-methoxy-4H-1,2,4-triazole